t-Butyl (S)-2-((4-(4-(1-((4-fluorophenyl)carbamoyl)cyclopropane-1-carboxamido)phenoxy)-7-methoxyquinoline-6-carboxamido)methyl)pyrrolidine-1-carboxylate FC1=CC=C(C=C1)NC(=O)C1(CC1)C(=O)NC1=CC=C(OC2=CC=NC3=CC(=C(C=C23)C(=O)NC[C@H]2N(CCC2)C(=O)OC(C)(C)C)OC)C=C1